FC1CC2=CC=3CCCC3C(=C2C1)NC(=O)N=S(=O)(N)C=1C=NN2C1OCC(C2)(C)C N'-((2-fluoro-1,2,3,5,6,7-hexahydro-s-indacen-4-yl)carbamoyl)-6,6-dimethyl-6,7-dihydro-5H-pyrazolo[5,1-b][1,3]oxazine-3-sulfonimidamide